C(C)(C)(C)OC(CN(C(CN1CCN(CCN(CCN(CC1)CC(OC(C)(C)C)=O)CC(OC(C)(C)C)=O)CC(=O)OC(C)(C)C)=O)C1CC1)=O N-cyclopropyl-N-{[4,7,10-tris(2-tert-butoxy-2-oxoethyl)-1,4,7,10-tetraazacyclododec-1-yl]acetyl}glycine tert-butyl ester